BrC1=CC(=NN1C1OCCCC1)C(=O)N1CCC(CC1)C(=O)NC(C)C1=CC(=CC=C1)Cl 1-[5-bromo-1-(oxan-2-yl)pyrazole-3-carbonyl]-N-[1-(3-chlorophenyl)ethyl]piperidine-4-carboxamide